(1S,3S)-1-amino-3-methoxycyclobutane-1-carboxylic acid COC1CC(C1)(C(=O)O)N